3-(3-(3-methyl-6-(pyrazolo[1,5-a]pyrimidin-3-yl)-1H-pyrazolo[4,3-b]pyridin-1-yl)piperidin-1-yl)-3-oxopropionitrile CC1=NN(C=2C1=NC=C(C2)C=2C=NN1C2N=CC=C1)C1CN(CCC1)C(CC#N)=O